BrC1=CC=C(C=C1)C=[N+]=[N-] 1-bromo-4-(diazomethyl)benzene